C1(CCCCC1)C(NS(=O)(=O)C=1C=NC(=CC1)OC(C)C)C1=CC(=CC(=C1)Cl)Cl N-(cyclohexyl(3,5-dichlorophenyl)methyl)-6-isopropoxypyridine-3-sulfonamide